1,4-bis(2,6-dimethylphenyl)piperazine-2,5-dione CC1=C(C(=CC=C1)C)N1C(CN(C(C1)=O)C1=C(C=CC=C1C)C)=O